2-(2,6-Dioxopiperidin-3-yl)-4-(((1-(2-(6-methylpyrazin-2-yl)ethyl)-1H-1,2,3-triazol-4-yl)methyl)amino)isoindoline-1,3-dione O=C1NC(CCC1N1C(C2=CC=CC(=C2C1=O)NCC=1N=NN(C1)CCC1=NC(=CN=C1)C)=O)=O